2-amino-8-(2-(4-(4-methoxyphenyl)-3-methylpiperazin-1-yl)ethyl)-4-(5-methylfuran-2-yl)pteridin-7(8H)-one NC1=NC=2N(C(C=NC2C(=N1)C=1OC(=CC1)C)=O)CCN1CC(N(CC1)C1=CC=C(C=C1)OC)C